2-(3-((ethoxycarbonyl)amino)pyrrolidin-1-yl)thiazole C(C)OC(=O)NC1CN(CC1)C=1SC=CN1